NC=1C=NC(=C(C(=O)OC)C1C)N1CCC(CC1)C(F)(F)F methyl 5-amino-4-methyl-2-(4-(trifluoromethyl)piperidin-1-yl)nicotinate